BrC1=CC=C2[C@]3(CC=4C(=NOC4C2=C1)NS(=O)(=O)C1=C(C=CC=C1OC)OC)[C@@H]([C@H]3C)F |o1:5,28,29| rel-N-((1R,2R,3S)-8'-bromo-2-fluoro-3-methyl-4'H-spiro[cyclopropane-1,5'-naphtho[2,1-d]isoxazol]-3'-yl)-2,6-dimethoxybenzenesulfonamide